4-((8-(1-methyl-1H-indazol-6-yl)-2,3-dihydro-4H-pyrido[4,3-b][1,4]thiazin-4-yl)sulfonyl)-benzonitrile CN1N=CC2=CC=C(C=C12)C1=CN=CC2=C1SCCN2S(=O)(=O)C2=CC=C(C#N)C=C2